(l)-2-(4-cyanoanilino)-4-chloro-pyrimidine C(#N)C1=CC=C(NC2=NC=CC(=N2)Cl)C=C1